tert-butyl (2S,5R)-2-(4-(1-(2-(diisopropyl-carbamoyl)-4-fluorophenyl)-2-methyl-1H-pyrrolo[2,3-c]pyridine-3-carbonyl)piperidine-1-carbonyl)-5-methylpyrrolidine-1-carboxylate C(C)(C)N(C(=O)C1=C(C=CC(=C1)F)N1C(=C(C=2C1=CN=CC2)C(=O)C2CCN(CC2)C(=O)[C@H]2N([C@@H](CC2)C)C(=O)OC(C)(C)C)C)C(C)C